C[Si](CCOC(=O)N1C(CCC1=O)=O)(C)C N-[2-(trimethylsilyl)ethoxycarbonyl]Succinimide